N-(1-carboxylatoethyl)iminodiacetic acid trisodium [Na+].[Na+].[Na+].C(=O)([O-])C(C)N(CC(=O)O)CC(=O)O.C(=O)([O-])C(C)N(CC(=O)O)CC(=O)O.C(=O)([O-])C(C)N(CC(=O)O)CC(=O)O